4-((7-methoxyquinolin-4-yl)oxy)aniline COC1=CC=C2C(=CC=NC2=C1)OC1=CC=C(N)C=C1